(S)-1-(3-methoxyphenyl)ethylamine benzoyl-L-phenylalanine salt C(C1=CC=CC=C1)(=O)N[C@@H](CC1=CC=CC=C1)C(=O)O.COC=1C=C(C=CC1)[C@H](C)N